C1=NC=CC2=C1N(C1=CC=CC=C21)CCOC2=C(C(=O)NO)C=CC=C2 (2-(9H-pyrido[3,4-b]indol-9-yl)ethoxy)-N-hydroxybenzoamide